CC1=CC=CC(=N1)C1=NNC=C1C1=NC2=C(C=CN=C2C=C1)N1CCNCC1 2-[3-(6-methyl-2-pyridyl)-1H-pyrazol-4-yl]-8-piperazin-1-yl-1,5-naphthyridine